C1(=CC=CC=C1)N1C(C(C2=CC=CC=C12)C(C#C)C1=CC=CC=C1)=O 1-phenyl-3-(1-phenylprop-2-yn-1-yl)indolin-2-one